C1(=CC=CC=C1)N(C1=CC2=C(C3=C(O2)C=C2OC4=C(C2=C3)C3=CC=CC=C3C(=C4)N(C4=CC=C(C=C4)C4=CC=CC=C4)C4=CC=CC=C4)C=4C=CC=CC14)C1=CC=C(C=C1)C1=CC=CC=C1 N5,N11-diphenyl-N5,N11-bis([1,1'-biphenyl]-4-yl)-dinaphtho[1,2-d:1',2'-d']benzo[1,2-b:5,4-b']difuran-5,11-diamine